11-oxo-9α,15-S-dihydroxy-5Z,13E-prostadienoic acid O=C1C[C@@H]([C@H](CC\C=C/C=CC(=O)O)[C@H]1CCC(CCCCC)O)O